ClC=1C=C2C(=CC=NC2=CC1OC)N1CCC2(CCN(C2)[SH2](=O)C=N)CC1 [8-(6-chloro-7-methoxyquinolin-4-yl)-2,8-diazaspiro[4.5]decan-2-yl](imino)methyl-λ6-sulfanone